1,3,5-tris[(3-pyridyl)-3-phenyl-phenylimidazol-2-yl]phenanthroline N1=CC(=CC=C1)C1=C(N=C(N1)N1CC(=CC2=C(C=C3C=CC=NC3=C12)C=1NC(=C(N1)C1=CC(=CC=C1)C1=CC=CC=C1)C=1C=NC=CC1)C=1NC(=C(N1)C1=CC(=CC=C1)C1=CC=CC=C1)C=1C=NC=CC1)C1=CC(=CC=C1)C1=CC=CC=C1